2-((4-methyl-1-((2-(trimethylsilyl)ethoxy)methyl)-1H-pyrazol-3-yl)methyl)-6-(phenylsulfonyl)phthalazin-1(2H)-one CC=1C(=NN(C1)COCC[Si](C)(C)C)CN1C(C2=CC=C(C=C2C=N1)S(=O)(=O)C1=CC=CC=C1)=O